S1C(=CC=C1)/C=C/C1=NN(C=C1)C(=O)OC1CN(CC1)C 1-methylpyrrolidin-3-yl (E)-3-(2-(thiophen-2-yl)vinyl)-1H-pyrazole-1-carboxylate